C(#N)C1=CC(=C(C=C1)[C@H]1N(C(N(C(=C1C#N)C)C1=CC(=CC=C1)C(F)(F)F)=O)C)S(=O)(=O)C (4S)-4-[4-cyano-2-(methylsulfonyl)phenyl]-1,2,3,4-tetrahydro-3,6-dimethyl-2-oxo-1-[3-(trifluoromethyl)phenyl]-5-pyrimidinecarbonitrile